(2-AMINO-6-METHOXY-PHENYL)-ACETALDEHYDE NC1=C(C(=CC=C1)OC)CC=O